5-bromo-2-(oxan-4-yl)-1,3-thiazole BrC1=CN=C(S1)C1CCOCC1